CC1=CC=CC2=C1N(C[C@@H]1[C@@H](C(N2C)=O)N(C(C1)=O)C1=NC(=CC(=C1)C(F)(F)F)C)CCN1CCNCC1 (3aR,11aS)-6,10-dimethyl-1-(6-methyl-4-(trifluoromethyl)pyridin-2-yl)-5-(2-(piperazin-1-yl)ethyl)-1,3a,4,5,10,11a-hexahydro-2H-benzo[b]pyrrolo[2,3-f][1,4]diazocine-2,11(3H)-dione